CC1(O[C@@H]2[C@H](O1)C(C=C2O[Si](CC)(CC)CC)C)C [(3aR,6aR)-2,2,6-trimethyl-6,6a-dihydro-3aH-cyclopenta[d][1,3]dioxol-4-yl]oxy-triethyl-silane